2-[4-[(2-hydroxy-3-dodecyloxypropyl)oxy]-2-hydroxyphenyl]-4,6-bis(2,4-dimethylphenyl)1,3,5-triazine OC(COC1=CC(=C(C=C1)C1=NC(=NC(=N1)C1=C(C=C(C=C1)C)C)C1=C(C=C(C=C1)C)C)O)COCCCCCCCCCCCC